3-fluoro-N-(3-(3-(pyrrolidin-1-yl)quinoxaline-6-carbonyl)phenyl)benzamide FC=1C=C(C(=O)NC2=CC(=CC=C2)C(=O)C=2C=C3N=C(C=NC3=CC2)N2CCCC2)C=CC1